N4-(2-(pyrrolidin-1-yl)ethyl)benzene-1,4-diamine N1(CCCC1)CCNC1=CC=C(C=C1)N